N-(3-(2-(4-chloro-3-fluorophenoxy)acetamido)bicyclo[1.1.1]pentan-1-yl)-2-((6-(trifluoromethyl)pyridin-3-yl)oxy)acetamide ClC1=C(C=C(OCC(=O)NC23CC(C2)(C3)NC(COC=3C=NC(=CC3)C(F)(F)F)=O)C=C1)F